C1(CC1)COC1=C(C=CC(=N1)C(=O)N[C@H](CO)C)N1CCCC1 (S)-6-(cyclopropylmethoxy)-N-(1-hydroxypropan-2-yl)-5-(pyrrolidin-1-yl)picolinamide